ClC1=CC2=C(N=C(O2)S(=O)CC2=CC=C(C=C2)[N+](=O)[O-])C=C1 6-chloro-2-((4-nitrobenzyl)sulfinyl)benzo[d]oxazole